C(C)OP(=O)(OCC)C(CCCCCCCCCC)OC=1C=C(C(C(=O)OC)=CC1OC(CCCCCCCCCC)P(=O)(OCC)OCC)C(=O)OC dimethyl 4,5-bis((l-1-(diethoxyphosphoryl)undecyl)oxy)phthalate